(2-(3-cyanoazetidin-1-yl)-5-(methylsulfonyl)benzoyl)-N-((R)-cyclopropyl-(2-fluoro-4-(trifluoromethyl)phenyl)methyl)pyrrolidine-2-carboxamide C(#N)C1CN(C1)C1=C(C(=O)N2C(CCC2)C(=O)N[C@@H](C2=C(C=C(C=C2)C(F)(F)F)F)C2CC2)C=C(C=C1)S(=O)(=O)C